FC=1C=CC(=C(C1)NC(=O)C1CCC(CC1)C(=O)OC)O methyl 4-[(5-fluoro-2-hydroxy-phenyl)carbamoyl]cyclohexanecarboxylate